C(C)(=O)N1CC(CC1)(C(=O)O)NC([C@H](CCCN1C(=NC=C1)[N+](=O)[O-])NC(=O)OC(C)(C)C)=O 1-acetyl-3-((S)-2-((tert-butoxycarbonyl)amino)-5-(2-nitro-1H-imidazol-1-yl)pentanamido)pyrrolidine-3-carboxylic acid